O1NCCCC1 tetrahydro-1,2-oxazine